FC(OC=1C=C(C=CC1)C1=NN(C=2CC(CCC12)C(=O)N[C@H]1[C@H](CCC1)N1CCOCC1)C1=NC=C(C=C1)F)F 3-(3-(difluoromethoxy)phenyl)-1-(5-fluoropyridin-2-yl)-N-((1R,2S)-2-morpholinocyclopentyl)-4,5,6,7-tetrahydro-1H-indazole-6-carboxamide